ClC1=CC=C(C=C1)C(OC1CN(C1)C(=O)NC(CO)(C)C)C1=C(C=CC=C1)C(F)(F)F 3-((4-chlorophenyl)(2-(trifluoromethyl)phenyl)methoxy)-N-(1-hydroxy-2-methylpropan-2-yl)azetidine-1-carboxamide